ClC=1C=CC=C2C=CC=C(C12)N1CC=2N=C(N=C(C2CC1)N1C[C@@H](N(CC1)C(=O)OCC1=CC=CC=C1)CC#N)OC[C@H]1N(CCC1)C benzyl (S)-4-(7-(8-chloronaphthalen-1-yl)-2-(((S)-1-methylpyrrolidin-2-yl)methoxy)-5,6,7,8-tetrahydropyrido[3,4-d]pyrimidin-4-yl)-2-(cyanomethyl)piperazine-1-carboxylate